3,5-dibromo-4-chlorobiphenyl BrC=1C=C(C=C(C1Cl)Br)C1=CC=CC=C1